C(=O)(CCCCCCCCC)OCCCOC(=O)CCCCCCCCC 1,3-propanediol dicaprate